Ethyl oxocyclohexanecarboxylate O=C1C(CCCC1)C(=O)OCC